CC1(CCN2C(C3=C(S1)C=C1C=CC=CC1=C3C#N)=CC=N2)C 7,7-dimethyl-6,7-dihydro-5H-naphtho[2,3-b]pyrazolo[5,1-d][1,5]thiazocine-14-carbonitrile